7-bromo-2-oxo-1,3-benzoxazol BrC1=CC=CC=2NC(OC21)=O